2-(3-chloro-4H-thieno[3,2-b]pyrrole-5-carbonyl)-N-(1-cyano-2-(2-oxopiperidin-3-yl)ethyl)-5,5-difluorooctahydrocyclopenta[c]pyrrole-1-carboxamide ClC1=CSC2=C1NC(=C2)C(=O)N2C(C1C(C2)CC(C1)(F)F)C(=O)NC(CC1C(NCCC1)=O)C#N